C(CCC)[C@@]1(CS(C2=C(N(C1)C1=CC=C(C=C1)F)C=C(C(=C2)CSC(C(=O)O)(C)C)OC)(=O)=O)CC (S)-2-(((3-butyl-3-ethyl-5-(4-fluorophenyl)-7-methoxy-1,1-dioxido-2,3,4,5-tetrahydro-1,5-benzothiazepin-8-yl)methyl)thio)-2-methylpropanoic acid